(R)-3-glycylthiazolidine-4-carboxamide NCC(=O)N1CSC[C@H]1C(=O)N